C(CCCCCN(C([O-])=S)CCCCCCCCCC)N(C([O-])=S)CCCCCCCCCC hexanediyl-bis(decyl thiocarbamate)